3-(hydroxymethyl)oxetan-3-ol OCC1(COC1)O